9-(4''-chloro-[1,1':2',1''-terphenyl]-3-yl)-9H-carbazole ClC1=CC=C(C=C1)C=1C(=CC=CC1)C1=CC(=CC=C1)N1C2=CC=CC=C2C=2C=CC=CC12